C(C)C1=C2C(=CC(=CC2=CC=C1F)O)C1=C(C=2N=C(N=C(C2C=N1)OCC(F)(F)F)OCC1(CC1)CN1CCCC1)F 5-ethyl-6-fluoro-4-(8-fluoro-2-((1-(pyrrolidin-1-ylmethyl)cyclopropyl)methoxy)-4-(2,2,2-trifluoroethoxy)pyrido[4,3-d]pyrimidin-7-yl)naphthalen-2-ol